6-Bromo-2-((methoxymethyl)oxy)pyridine BrC1=CC=CC(=N1)OCOC